(S)-(1-{2-[1-(4-fluorophenyl)ethylamino]-6-(pyrazin-2-ylamino)pyrimidin-4-yl}azetidin-3-yl)methylcarbamic acid FC1=CC=C(C=C1)[C@H](C)NC1=NC(=CC(=N1)N1CC(C1)CNC(O)=O)NC1=NC=CN=C1